(2-chloropyridin-4-yl)-1,2-dihydro-1,3-thiazol-2-amine ClC1=NC=CC(=C1)C1(SC=CN1)N